COCCC1=NOC(=C1)C(=O)N 3-(2-methoxyethyl)isoxazole-5-carboxamide